N=1C=C(N2NC=CC21)C(=O)N Imidazo[1,2-b]Pyrazole-3-carboxamide